5-(prop-1-en-2-yl)-2,3-dihydro-1H-inden-4-amine C=C(C)C1=C(C=2CCCC2C=C1)N